22-(oxetan-3-ylidene)docosanoic acid O1CC(C1)=CCCCCCCCCCCCCCCCCCCCCC(=O)O